C(CC(OC)=N)(OC)=N dimethyl malonimidate